1-(2-(2-Benzyl-4-methylphenoxy)ethyl)piperazine C(C1=CC=CC=C1)C1=C(OCCN2CCNCC2)C=CC(=C1)C